CN1CC2C3=C(C(C1)C2)C=C2C(=C3)N=CC=N2 7,8,9,10-tetrahydro-8-methyl-6,10-Methano-6H-pyrazino[2,3-h][3]benzazepine